Cl.C(C)C(COC([C@H](C)N)=O)CC (S)-2-aminopropionic acid (2-ethylbutyl) ester hydrochloride